N[C@@H](CO)C1=C(C=C(C#N)C=C1)F 4-[(1R)-1-amino-2-hydroxyethyl]-3-fluoro-benzonitrile